FC1=C(C(=C(C(=C1F)NC(=O)C1=C(SC=C1)C(=O)O)F)F)C=1C(=C(C(=CC1[2H])[2H])OC(F)(F)F)[2H] 3-((2,3,5,6-Tetrafluoro-3'-(trifluoromethoxy)-[1,1'-biphenyl]-4-yl-2',4',6'-d3)carbamoyl)thiophene-2-carboxylic acid